(S)-6-(((1-(1-(difluoromethyl)cyclopropyl)-1H-1,2,3-triazol-4-yl)(1-methyl-1H-benzo[d]imidazol-7-yl)methyl)amino)-4-(neopentylamino)quinoline-3,8-dicarbonitrile FC(C1(CC1)N1N=NC(=C1)[C@H](C1=CC=CC2=C1N(C=N2)C)NC=2C=C1C(=C(C=NC1=C(C2)C#N)C#N)NCC(C)(C)C)F